FC(C1=NC=CC=C1OCC1CN(CCC1)S(=O)(=O)C=1C=C2C=CNC2=CC1)(F)F 5-((3-(((2-(trifluoromethyl)pyridin-3-yl)oxy)methyl)piperidin-1-yl)sulfonyl)-1H-indole